2-[4-[[(3R)-1-cyclopropyl-3-piperidinyl]amino]pyrido[3,4-d]pyridazin-1-yl]-5-(trifluoromethyl)phenol C1(CC1)N1C[C@@H](CCC1)NC=1N=NC(=C2C1C=NC=C2)C2=C(C=C(C=C2)C(F)(F)F)O